C(\C=C(/C)\CCC=C(C)C)C(=O)C\C=C(/C)\CCC=C(C)C geranylketone